C(C1=CC=CC=C1)N(C(O)=O)[C@H](CO)CC1=CNC2=CC=CC=C12.FC=1C=C2CCC(C2=CC1)C1=C(C(=O)NC2=CC(=CC=C2)S(N)(=O)=O)C=CC(=C1)C(F)(F)F (5-fluoro-2,3-dihydro-1H-inden-1-yl)-N-(3-sulfamoylphenyl)-4-(trifluoromethyl)benzamide benzyl-(S)-(1-hydroxy-3-(1H-indol-3-yl)propan-2-yl)carbamate